(R)-4-(6-(4-((3-fluoropyridin-2-yl)methyl)-4-hydroxypiperidin-1-yl)pyridin-3-yl)-6-(2-hydroxypropoxy)pyrazolo[1,5-a]pyridine-3-carbonitrile FC=1C(=NC=CC1)CC1(CCN(CC1)C1=CC=C(C=N1)C=1C=2N(C=C(C1)OC[C@@H](C)O)N=CC2C#N)O